Cl.Cl.CN(CC1CCNCC1)C N,N-Dimethyl-1-(piperidin-4-yl)methanamine dihydrochloride